[C@@H]1(C[C@H](O)[C@@H](CO)O1)N1C(=O)N=C(N)C=C1 L-2'-deoxycytidine